(2-formyl-5-phenyl-phenyl) trifluoromethanesulfonate FC(S(=O)(=O)OC1=C(C=CC(=C1)C1=CC=CC=C1)C=O)(F)F